ClC1=C(C=CC=C1)C=1N=C(SC1)CN\N=C\C1=C(C(=O)OCCN2CCOCC2)C=CC=C1 (E)-2-morpholinoethyl 2-((2-(4-(2-chlorophenyl)thiazol-2-yl)methylhydrazono)methyl)benzoate